N1C(CCCCCCCCC1)=O azacycloundecan-2-one